N-(4-(5-bromopyrimidin-2-yl)tetrahydro-2H-pyran-4-yl)-2-methylpropane-2-sulfinamide BrC=1C=NC(=NC1)C1(CCOCC1)NS(=O)C(C)(C)C